C12(CC3CC(CC(C1)C3)C2)NC(=O)C=2C=NC(=C(C2)C2=CC(=CC=C2)F)OC2=CC=C(C=C2)C(F)(F)F N-(adamantan-1-yl)-5-(3-fluorophenyl)-6-[4-(trifluoromethyl)phenoxy]pyridine-3-carboxamide